4-bromo-2-((2-(trimethylsilyl)ethoxy)methyl)-2H-indazol-6-amine BrC=1C2=CN(N=C2C=C(C1)N)COCC[Si](C)(C)C